ClC1=NC=C(C(=C1)N1CCN(CC1)C(C)O)I (4-(2-chloro-5-iodopyridin-4-yl)piperazin-1-yl)ethan-1-ol